(E)-3-(4-methoxyphenyl)-N-(2-pyridinyl)-N-(tetrahydrofuran-2-ylmethyl)prop-2-enamide COC1=CC=C(C=C1)/C=C/C(=O)N(CC1OCCC1)C1=NC=CC=C1